NC1=CC(=C(C=C1F)[C@@H](C(=O)NCC(F)(F)F)C)C=C (S)-2-(4-amino-5-fluoro-2-vinylphenyl)-N-(2,2,2-trifluoroethyl)propanamide